CC=1C2(C3=CC=CC=C3C1)CCC1(CC2)NC(NC1=O)=O methyldispiro[imidazolidine-4,1'-cyclohexane-4',1''-indene]-2,5-dione